C1=CC=CC=2C3=CC=CC=C3C(C12)COC(N(C)CC=1OC(=NN1)C1=CC(=NC=C1CN)C1=CC=C(C=C1)F)=O (9H-fluoren-9-yl)methyl-((5-(5-(aminomethyl)-2-(4-fluorophenyl)pyridin-4-yl)-1,3,4-oxadiazol-2-yl)methyl)(methyl)carbamate